5-(4-chlorophenyl)-2-((phenylseleno)methyl)-3,4-dihydro-2H-pyrrole ClC1=CC=C(C=C1)C=1CCC(N1)C[Se]C1=CC=CC=C1